ClC=1C=C(C=C2C=NN(C12)C1OCCCC1)N 7-chloro-1-tetrahydropyran-2-yl-indazol-5-amine